N-(3-{6-azaspiro[2.5]octane-6-yl}-4-{5-[2-(4,4-difluoropiperidin-1-yl)-3-Fluoro-6-methylpyridin-4-yl]-1,3,4-oxadiazol-2-yl}phenyl)-2-hydroxyethane-1-sulfonamide C1CC12CCN(CC2)C=2C=C(C=CC2C=2OC(=NN2)C2=C(C(=NC(=C2)C)N2CCC(CC2)(F)F)F)NS(=O)(=O)CCO